N-[4-(trifluoromethyl)phenyl]thiourea C1=CC(=CC=C1C(F)(F)F)NC(=S)N